[Si](C)(C)(C)[Si](C)(C)C TMS(trimethylsilane)